2-((6-(6-(3-(azetidine-1-carbonyl)azetidin-1-yl)pyridin-3-yl)-2-ethylimidazo[1,2-a]pyridin-3-yl)(methyl)amino)-4-(4-fluorophenyl)thiazole-5-carbonitrile N1(CCC1)C(=O)C1CN(C1)C1=CC=C(C=N1)C=1C=CC=2N(C1)C(=C(N2)CC)N(C=2SC(=C(N2)C2=CC=C(C=C2)F)C#N)C